butyl (2-hydroxypropyl)carbamate OC(CNC(OCCCC)=O)C